4-(4-ethylpiperazin-1-yl)pyridin-3-amine C(C)N1CCN(CC1)C1=C(C=NC=C1)N